ethyl 2-{[(1,2,3,5,6,7-hexahydro-s-indacen-4-yl)carbamoyl]amino}-3-(1,2-oxazol-4-yl)propanoate C1CCC2=C(C=3CCCC3C=C12)NC(=O)NC(C(=O)OCC)CC=1C=NOC1